ClC=1C=C(C=CC1C(F)(F)F)S(=O)(=O)CC(=O)C1=CC=C(C=C1)C1=NOC(=N1)C(F)(F)Cl 2-((3-chloro-4-(trifluoromethyl)phenyl)sulfonyl)-1-(4-(5-(chlorodifluoromethyl)-1,2,4-oxadiazol-3-yl)phenyl)ethan-1-one